C(C)(=O)NN.[K] potassium 2-acetylhydrazine